C(C)(C)(C)OC(=O)N1N=CC=2C1=NC=CC2CN2CCCC2 4-(pyrrolidin-1-ylmethyl)-1H-pyrazolo[3,4-B]pyridine-1-carboxylic acid tert-butyl ester